diethyl (1s,4s)-cyclohexane-1,4-dicarboxylate C1(CCC(CC1)C(=O)OCC)C(=O)OCC